N-[(6-Amino-2-pyridyl)sulfonyl]-6-[4-(1-hydroxy-1-methyl-ethyl)phenyl]-2-(2,4,6-trimethylphenoxy)pyridin-3-carboxamid NC1=CC=CC(=N1)S(=O)(=O)NC(=O)C=1C(=NC(=CC1)C1=CC=C(C=C1)C(C)(C)O)OC1=C(C=C(C=C1C)C)C